(Z)-N-(2-fluorobenzyl)-N'-hydroxy-3-methylbenzidine FC1=C(CNC2=C(C=C(C=C2)C2=CC=C(NO)C=C2)C)C=CC=C1